4-azido-3,5-dinitropyrazole N(=[N+]=[N-])C=1C(=NNC1[N+](=O)[O-])[N+](=O)[O-]